pyrrolidin-3-yl 1H-imidazole-1-carboxylate N1(C=NC=C1)C(=O)OC1CNCC1